3-(5-methyl-1,3-thiazol-2-yl)-5-(oxetan-3-yloxy)benzoic acid methyl ester COC(C1=CC(=CC(=C1)OC1COC1)C=1SC(=CN1)C)=O